C1(CC1)OC1=CC=2N(N=C1C1CC1)C=CN2 7-(cyclopropoxy)-6-cyclopropyl-imidazo[1,2-b]pyridazine